C(C(CCC)CCC)(=O)OC(C(C(C)OC(C(CCC)CCC)=O)C)C1=CC=CC=C1 1-phenyl-2-methyl-1,3-butanediol divalproate